2-chloro-4-phenylbenzo[4,5]thieno[3,2-d]pyrimidine ClC=1N=C(C2=C(N1)C1=C(S2)C=CC=C1)C1=CC=CC=C1